S(=O)(=O)(C1=CC=C(C(=O)N)C=C1)C1=CC=C(C(=O)N)C=C1 4,4'-sulfonylbis(benzamide)